Propan-2-yl (2R)-2-({[(1S)-1-{[1,1'-biphenyl]-4-yl}ethyl]carbamoyl}oxy)-3-(1H-1,2,4-triazol-1-yl)propanoate C1(=CC=C(C=C1)[C@H](C)NC(=O)O[C@@H](C(=O)OC(C)C)CN1N=CN=C1)C1=CC=CC=C1